NC1=NC=C(C(=N1)C1=CC=C(C=C1)NC1=NC(=NC=C1)NC(C)C)C N4-(4-(2-amino-5-methylpyrimidin-4-yl)phenyl)-N2-isopropylpyrimidine-2,4-diamine